6-Amino-pyridazine-3-carboxylic acid (2-hydroxy-propyl)-amide OC(CNC(=O)C=1N=NC(=CC1)N)C